NC1(CN(CC1)C1=C(C=NC=C1C1=NC2=C(N1)C=CC=C2F)C=2C=C(OCC#N)C=C(C2)F)C 2-{3-[4-(3-amino-3-methylpyrrolidin-1-yl)-5-(4-fluoro-1H-1,3-benzodiazol-2-yl)pyridin-3-yl]-5-fluorophenoxy}acetonitrile